C(C)(C)(C)C=1C=C(CCC(=O)OCC23COP(OC2)OC3)C=C(C1O)C(C)(C)C 2,6,7-trioxa-1-phospha-bicyclo[2.2.2]oct-4-ylmethyl 3,5-di-tert-butyl-4-hydroxyhydrocinnamate